CC(CC(=O)OC1=CC=C(C=C1)C)C para-Tolyl 3-Methylbutyrate